[N+](=O)([O-])C1=C(C(=O)C2C(CN(CC2)C(=O)OC(C)(C)C)=C=O)C=CC=C1 t-butyl 4-(2-nitrobenzoyl)-3-carbonylpiperidine-1-carboxylate